tert-Butyl 4-(4-amino-6-methoxy pyridin-3-yl)butanoate NC1=C(C=NC(=C1)OC)CCCC(=O)OC(C)(C)C